C(C)(C)(C)N(C(O)=O)CC=1C=NC(=CC1N1CCCC1)C1=CC=C(C=C1)F.C12=CC=C(N1)C(=C1C=CC(=N1)C(=C1C=CC(N1)=C(C=1C=CC(N1)=C2C2=CC=C(N)C=C2)C2=CC=C(N)C=C2)C2=CC=C(N)C=C2)C2=CC=C(N)C=C2 4,4',4'',4'''-(porphyrin-5,10,15,20-tetra-yl)tetraaniline tert-butyl-((6-(4-fluorophenyl)-4-(pyrrolidin-1-yl)pyridin-3-yl)methyl)carbamate